tert-butyl 7-(5-amino-7-fluoroimidazo[1,2-c]quinazoline-2-carbonyl)-2,7-diazaspiro[4.5]decane-2-carboxylate NC1=NC=2C(=CC=CC2C=2N1C=C(N2)C(=O)N2CC1(CCN(C1)C(=O)OC(C)(C)C)CCC2)F